CN1C(C=C(C=C1)C=1C=NC=2N(C1)C=C(N2)C(=O)N)=O 6-(1-methyl-2-oxo-1,2-dihydropyridin-4-yl)imidazo[1,2-a]pyrimidine-2-carboxamide